(3E)-17,17-dibutoxy-3-heptadecene-1-ol C(CCC)OC(CCCCCCCCCCCC/C=C/CCO)OCCCC